5-bromo-2-hydroxy-4-(trifluoromethoxy)benzaldehyde BrC=1C(=CC(=C(C=O)C1)O)OC(F)(F)F